3-methylpenta-2,4-dienoic acid CC(=CC(=O)O)C=C